3-ethyl-bipyridine C(C)C=1C(=NC=CC1)C1=NC=CC=C1